C(C1=CC=CC=C1)O[C@H]1[C@@H]([C@H](O)O[C@H]([C@@H]1O)CO)O 3-O-benzyl-α-L-glucopyranose